COC1=CC=C2N=CC=C([C@H]([C@@H]3C[C@H]4[C@H](CN3CC4)C=C)O)C2=C1 (-)-(8a,9R)-6'-methoxycinchonan-9-ol